C(=O)C1=C2CCN(C2=CC=C1)C=1C=C(C=2N(N1)C(=CN2)C(=O)N[C@H]2[C@@H](CC2)OC)N(C)CC2=CC=C(C=C2)OC 6-(4-formylindolin-1-yl)-8-((4-methoxybenzyl)(methyl)amino)-N-((1R,2R)-2-methoxycyclobutyl)imidazo[1,2-b]pyridazine-3-carboxamide